C(C)(=O)NCC1=CC=C(C=C1)B(O)O (4-(acetamidomethyl)phenyl)boronic acid